methyl 3-ethyl-5-[[4-(1-ethylpropylamino)-5-methyl-pyrimidin-2-yl]amino]-2-hydroxy-benzoate C(C)C=1C(=C(C(=O)OC)C=C(C1)NC1=NC=C(C(=N1)NC(CC)CC)C)O